phthalamide potassium salt [K+].C(C=1C(C(=O)[NH-])=CC=CC1)(=O)[NH-].[K+]